8-(4-fluorophenyl)-1,4-dioxaspiro[4.5]decane FC1=CC=C(C=C1)C1CCC2(OCCO2)CC1